{3-[Hydroxy-(4-phenoxy-phenyl)-(4-trifluoromethoxy-phenyl)-methyl]-azetidin-3-yl}-carbamic acid 9H-fluoren-9-ylmethyl ester C1=CC=CC=2C3=CC=CC=C3C(C12)COC(NC1(CNC1)C(C1=CC=C(C=C1)OC(F)(F)F)(C1=CC=C(C=C1)OC1=CC=CC=C1)O)=O